(S)-2-cyclohexyl-N-(2,3-difluoro-4-((3-(2-(piperidin-3-ylamino)pyrimidin-4-yl)pyridin-2-yl)oxy)phenyl)ethane-1-sulfonamide C1(CCCCC1)CCS(=O)(=O)NC1=C(C(=C(C=C1)OC1=NC=CC=C1C1=NC(=NC=C1)N[C@@H]1CNCCC1)F)F